OC1=C(C=C(C=C1)N)CC1=C(C=CC(=C1)N)O bis-(2-hydroxy-5-aminophenyl)-methane